C(C=C)N(C(=N)N)C(N)=O allyl-carbamoylguanidine